C(C)(C)(C)OC(=O)N1C[C@H]2N(C(N(CC2)CC(C(=O)O)(C)C)=S)CC1 (S)-3-(2-(tert-butoxycarbonyl)-6-thioxotetrahydro-1H-pyrazino[1,2-c]pyrimidin-7(2H,6H,8H)-yl)-2,2-dimethylpropanoic acid